N-(2-(3-(dimethylamino)propoxy)-5-(3'-methyl-2'-oxo-2',3'-dihydrospiro[cyclobutane-1,1'-pyrrolo[2,3-c]quinolin]-8'-yl)pyridin-3-yl)cyclopropanesulfonamide CN(CCCOC1=NC=C(C=C1NS(=O)(=O)C1CC1)C1=CC=2C3=C(C=NC2C=C1)N(C(C31CCC1)=O)C)C